6,7,8-trifluoro-2-(3-phenyl-1-oxo-2,8-diazaspiro[4.5]dec-2-en-8-yl)-4H-benzo[e][1,3]thiazin-4-one FC=1C(=C(C2=C(C(N=C(S2)N2CCC3(CC(=NC3=O)C3=CC=CC=C3)CC2)=O)C1)F)F